FC=1C=CC(=NC1)OCC=1N=C2N(C=C(C=N2)C2=C(C=C(C=C2)F)C(F)(F)F)C1 2-[(5-fluoro-2-pyridyl)oxymethyl]-6-[4-fluoro-2-(trifluoromethyl)phenyl]imidazo[1,2-a]pyrimidine